C(CCCCCCCC)C1=CC=C(C=C1)OP(O)(O)=O phosphoric acid mono-nonylphenyl ester